C(C)(C)(C)OC(=O)N1[C@@H](CCC1OC)COCC1CC1 (2S)-2-((cyclopropylmethoxy)methyl)-5-methoxypyrrolidine-1-carboxylic acid tert-butyl ester